1-((2R,4r,7R)-7-(3-Amino-7-butyl-4,6-dioxo-6,7-dihydroisothiazolo[3,4-d]pyrimidin-5(4H)-yl)spiro[3.5]nonan-2-yl)-1-methylurea NC=1SN=C2N(C(N(C(C21)=O)C2CCC1(CC(C1)N(C(=O)N)C)CC2)=O)CCCC